COC1=C(C=CC(=C1)OC)C=CC(C=CC1=CC=C(C=C1)O)=O 1-(2,4-dimethoxyphenyl)-5-(4-hydroxyphenyl)-1,4-pentadien-3-one